tert-butyl (R,Z)-1-((tert-butylsulfinyl) imino)-4-methyl-1,3-dihydrospiro[indene-2,4'-piperidine]-1'-carboxylate C(C)(C)(C)[S@@](=O)\N=C\1/C2=CC=CC(=C2CC12CCN(CC2)C(=O)OC(C)(C)C)C